C(C)(C)(C)OC(=O)N1CC(N(CC1)CC1=C(C=C(C=C1)C=1C=2N(C=C(N1)C=1C=NN(C1)C)N=CC2)F)=O 4-(2-fluoro-4-(6-(1-methyl-1H-pyrazol-4-yl)pyrazolo[1,5-a]pyrazin-4-yl)benzyl)-3-oxopiperazine-1-carboxylic acid tert-butyl ester